N-[5-(2-chloro-5-methylphenyl)-1H-indazol-3-yl]-1-methylpiperidine-4-carboxamide hydrochloride Cl.ClC1=C(C=C(C=C1)C)C=1C=C2C(=NNC2=CC1)NC(=O)C1CCN(CC1)C